isoserine NCC(O)C(=O)O